C1(CC1)C=1C=CC(=NC1F)[C@@H](NC(=O)[C@H]1N(C[C@@H](C1)F)C(CN1N=C(C=C1C)C(F)F)=O)C1=CC=CC=C1 (2S,4R)-N-[(S)-(5-cyclopropyl-6-fluoropyridin-2-yl)(phenyl)methyl]-1-{2-[3-(difluoromethyl)-5-methyl-1H-pyrazol-1-yl]acetyl}-4-fluoropyrrolidine-2-carboxamide